C(C1=CC=CC=C1)N1N=C2C(N(CCC2=C1Cl)[C@@H]1C(N(C2=C(OC1)C=C1C(=C2)N(C(N1C(C)C)=O)C(C)C)C)=O)=O (S)-7-(2-benzyl-3-chloro-7-oxo-2,4,5,7-tetrahydro-6H-pyrazolo[3,4-c]pyridin-6-yl)-1,3-diisopropyl-9-methyl-3,6,7,9-tetrahydro-1H-imidazo[4',5':4,5]benzo[1,2-b][1,4]oxazepine-2,8-dione